6-(4,4,5,5-tetramethyl-1,3-dioxolan-2-yl)-1H-benzo[cd]indol-2-one CC1(OC(OC1(C)C)C=1C=2C3=C(C(NC3=CC1)=O)C=CC2)C